Oleyl-erucat C(CCCCCCC\C=C/CCCCCCCC)OC(CCCCCCCCCCC\C=C/CCCCCCCC)=O